N-(2-methoxyethyl)-5-[[4-[5-(trifluoromethyl)-1,2,4-oxadiazol-3-yl]phenyl]methyl]-1,2,4-oxadiazol-3-carboxamide COCCNC(=O)C1=NOC(=N1)CC1=CC=C(C=C1)C1=NOC(=N1)C(F)(F)F